N'-hydroxy-4-[(1-methyl-4-piperidyl)amino]-1-(2,2,2-trifluoroethyl)indole-6-carboxamidine ON=C(N)C1=CC(=C2C=CN(C2=C1)CC(F)(F)F)NC1CCN(CC1)C